2,2-bis(3-chloro-4-hydroxyphenyl)propane ClC=1C=C(C=CC1O)C(C)(C)C1=CC(=C(C=C1)O)Cl